C1(=CC=CC=C1)C=1C(=C(C=CC1)C=1C(=CC=CC1)C1=CC=CC=C1)C1=CC=CC=2SC3=C(C21)C=CC=C3 (phenyl)(dibenzothiophenyl)(terphenyl)